C1=CC=CC=2C3=CC=CC=C3C(C12)COC(=O)N[C@H](C(=O)O)CCC1CC1 (S)-2-((((9H-fluoren-9-yl)methoxy)carbonyl)amino)-4-cyclopropylbutanoic acid